FC1=CC=CC(=C1B(O)O)O 6-fluoro-2-hydroxyphenylboronic acid